3-((S)-3-((R)-8-(4-aminopyrimidin-2-yl)-1-oxa-8-azaspiro[4.5]decan-3-ylamino)-2-hydroxypropoxy)-N-methylbenzenesulfonamide NC1=NC(=NC=C1)N1CCC2(C[C@H](CO2)NC[C@@H](COC=2C=C(C=CC2)S(=O)(=O)NC)O)CC1